1-methyl-3-octylimidazole Chloride [Cl-].CN1CN(C=C1)CCCCCCCC